C(C)(C)(C)OC(=O)N1CCN(CC1)C1=NC=2C(CNCC2C=C1)C(C)C 4-(8-isopropyl-5,6,7,8-tetrahydro-1,6-naphthyridin-2-yl)piperazine-1-carboxylic acid tert-butyl ester